4-(6-(4-isopropyl-5-(8-methoxy-[1,2,4]triazolo[1,5-a]pyridin-6-yl)-1H-pyrazol-3-yl)-4-methylpyridin-3-yl)cyclohexan-1-amine C(C)(C)C=1C(=NNC1C=1C=C(C=2N(C1)N=CN2)OC)C2=CC(=C(C=N2)C2CCC(CC2)N)C